N-(3-(N-ethyl-2,2-difluoroacetamido)-2,4-difluorophenyl)benzamide C(C)N(C(C(F)F)=O)C=1C(=C(C=CC1F)NC(C1=CC=CC=C1)=O)F